N[C@H]1[C@H]2CC[C@@H](C1)N2C=2N(C(C1=C(N2)NC=C1C1=C(C2=C(N(N=C2C=C1)C)Cl)F)=O)C 2-((1R,2R,4S)-2-amino-7-aza-bicyclo[2.2.1]heptan-7-yl)-5-(3-chloro-4-fluoro-2-methyl-2H-indazol-5-yl)-3-methyl-3,7-dihydro-4H-pyrrolo[2,3-d]pyrimidin-4-one